N-{[2-amino-3-(2H3)methylquinolin-7-yl]methyl}-N-(2-methanesulfonylpyridin-3-yl)pyridine-3-carboxamide NC1=NC2=CC(=CC=C2C=C1C([2H])([2H])[2H])CN(C(=O)C=1C=NC=CC1)C=1C(=NC=CC1)S(=O)(=O)C